C1(=CC=CC=C1)C1=CC=C(C=C1)C(C)(C)O 2-(4-phenylphenyl)-2-propanol